C1(CC1)C(=O)N1CCN(CC1)C(=O)C=1C=NC2=CC=C(C=C2C1N1CC2(CC1)CCCCC2)F (4-(Cyclopropanecarbonyl)piperazin-1-yl)(6-fluoro-4-(2-azaspiro[4.5]decan-2-yl)quinolin-3-yl)methanone